C(N)(=O)C1=C(C(=C(C(=C1F)F)S(=O)(=O)CCCNC(OC(C)(C)C)=O)F)F tert-butyl (3-((4-carbamoyl-2,3,5,6-tetrafluorophenyl)sulfonyl)propyl)carbamate